N-(2-(sec-butoxy)-5-chlorobenzyl)-N-(4-(N-(prop-2-yn-1-yl)sulfamoyl)phenethyl)-2-(thiophen-3-yl)acetamide C(C)(CC)OC1=C(CN(C(CC2=CSC=C2)=O)CCC2=CC=C(C=C2)S(NCC#C)(=O)=O)C=C(C=C1)Cl